C(C)(C)(C)OC(C)COC(C)CO dipropylene glycol monotertiary butyl ether